1-ethylhydrazine-1-carboxylate C(C)N(N)C(=O)[O-]